6-((2-chloro-4-methoxyphenyl)amino)-1-cyclopentyl-3-methyl-1,3-dihydro-2H-imidazo[4,5-c]pyridin-2-one ClC1=C(C=CC(=C1)OC)NC1=CC2=C(C=N1)N(C(N2C2CCCC2)=O)C